4-methyl-N-((R)-1-(2-methyl-3-(trifluoromethyl)phenyl)ethyl)-7-(((S)-pyrrolidin-2-yl)methoxy)phthalazin-1-amine CC1=NN=C(C2=CC(=CC=C12)OC[C@H]1NCCC1)N[C@H](C)C1=C(C(=CC=C1)C(F)(F)F)C